4,4'-difluoro-2,2'-biphenyldicarboxylic acid FC=1C=C(C(=CC1)C=1C(=CC(=CC1)F)C(=O)O)C(=O)O